[Fe+2].C(CN(CC(=O)[O-])CC(=O)[O-])N(CC(=O)O)CC(=O)[O-].[Na+].C(=C)CCCC[Si](OCC)(OCC)OCC 4-vinyl-butyl-triethoxysilane sodium ethylenediaminetetraacetate iron salt